4-(2,4-difluorophenyl)-N-(2-fluoro-4-methoxy-6-nitrophenyl)-1,3-dimethyl-1H-pyrazol-5-amine FC1=C(C=CC(=C1)F)C=1C(=NN(C1NC1=C(C=C(C=C1[N+](=O)[O-])OC)F)C)C